(4-(4-cyanocyclohexyl)-2-methylbutan-2-yl)carbamic acid tert-butyl ester C(C)(C)(C)OC(NC(C)(CCC1CCC(CC1)C#N)C)=O